ClC1=C2C(=NC(=N1)N)N(N=C2)CC2=CC(=C(C=C2)[N+](=O)[O-])C 4-chloro-1-[(3-methyl-4-nitro-phenyl)methyl]pyrazolo[3,4-d]pyrimidine-6-amine